(S)-(4-(difluoromethyl)-2-(2-hydroxypropan-2-yl)oxazol-5-yl)(4-(4-fluorobenzo[d]oxazol-2-yl)-6,7-dihydro-1H-imidazo[4,5-c]pyridin-5(4H)-yl)methanone FC(C=1N=C(OC1C(=O)N1[C@@H](C2=C(CC1)NC=N2)C=2OC1=C(N2)C(=CC=C1)F)C(C)(C)O)F